TRANS-2-(3-FLUOROPHENYL)VINYLBORONIC ACID FC=1C=C(C=CC1)/C=C/B(O)O